C(C)(C)(C)OC(=O)N(C(OC(C)(C)C)=O)C=1N(N=CC1C#N)[C@H](C(F)(F)F)C tert-Butyl N-tert-butoxycarbonyl-N-[4-cyano-2-[(1S)-2,2,2-trifluoro-1-methyl-ethyl]pyrazol-3-yl]carbamate